COC(=O)C=1C=C2C(=CNC2=CC1)CNC1=NC2=C(N1)C=CC=C2 3-(((1H-benzo[d]imidazol-2-yl)amino)methyl)-1H-indole-5-carboxylic acid methyl ester